C(C)(C)(C)OC(=O)N1CC(C(CC1)(F)F)CBr 3-(bromomethyl)-4,4-difluoropiperidine-1-carboxylic acid tert-butyl ester